N2-(tert-butyl)-N4-(3-chloro-5-(methylsulfonyl)phenyl)-6-(6-(1,1-difluoroethyl)pyridin-2-yl)-1,3,5-triazine-2,4-diamine C(C)(C)(C)NC1=NC(=NC(=N1)NC1=CC(=CC(=C1)S(=O)(=O)C)Cl)C1=NC(=CC=C1)C(C)(F)F